3-bromo-2-fluoro-6-(trifluoromethyl)phenol BrC=1C(=C(C(=CC1)C(F)(F)F)O)F